ClC1=C(COC=2C(=C3CCC(C3=CC2)=O)C)C(=CC=C1)Cl 5-((2,6-dichlorobenzyl)oxy)-4-methyl-2,3-dihydro-1H-inden-1-one